tert-butyl (2S,6R)-4-(5-amino-1,3,4-thiadiazol-2-yl)-2,6-dimethyl-piperazine-1-carboxylate NC1=NN=C(S1)N1C[C@@H](N([C@@H](C1)C)C(=O)OC(C)(C)C)C